NC=1C(=NC=C(C1)Cl)Br 3-amino-2-bromo-5-chloropyridine